3-((7-chloro-1-methyl-6-(pyrazolo[1,5-a]pyrazin-3-yloxy)-1H-imidazo[4,5-b]pyridin-2-yl)amino)-5-cyclopropyl-1-methylpyridin-2(1H)-one ClC1=C2C(=NC=C1OC=1C=NN3C1C=NC=C3)N=C(N2C)NC=2C(N(C=C(C2)C2CC2)C)=O